ethanol ammonium fluoride [F-].[NH4+].C(C)O